COC=1C=CC=C(C1NCCCC(F)(F)F)N 6-methoxy-N1-(4,4,4-trifluorobutyl)benzene-1,2-diamine